C(C)(=O)OC[C@@H]1[C@H]2C=C[C@@H]([C@@H]1COC(C)=O)C2 ((1R,2R,3S,4S)-bicyclo[2.2.1]hept-5-ene-2,3-diyl)bis(methylene) diacetate